2-(4-fluorophenyl)-5-(4,4,5,5-tetramethyl-1,3,2-dioxaborolane-2-yl)thiazole FC1=CC=C(C=C1)C=1SC(=CN1)B1OC(C(O1)(C)C)(C)C